FC1=C(CC=2C(OC3=CC(=CC=C3C2C)OC2=NC=CC=N2)=O)C=CC=C1[N+](=O)[O-] 3-(2-fluoro-3-nitrobenzyl)-4-methyl-7-(pyrimidin-2-yloxy)-2H-chromen-2-one